CC=C(C(=O)OCCO)CC ethylene glycol methyl-ethyl-acrylate